1-(5-cyano-6-fluoro-4-methyl-2-oxo-1H-quinolin-3-yl)-N-[(1S)-1-(5-cyanopyrimidin-2-yl)ethyl]cyclopropane-1-carboxamide C(#N)C1=C2C(=C(C(NC2=CC=C1F)=O)C1(CC1)C(=O)N[C@@H](C)C1=NC=C(C=N1)C#N)C